NC1=CC=C(N=N1)C1CCN(CC1)C(=O)C1=CC(=C(C=C1)C=1C=NC(=CC1)C(F)(F)F)OC [4-(6-Amino-pyridazin-3-yl)-piperidin-1-yl]-[3-methoxy-4-(6-trifluoromethyl-pyridin-3-yl)-phenyl]-methanone